trans-5-(2-(3,4-difluoro-5-methoxyphenyl)cyclopropyl)-2,2'-bipyrimidine FC=1C=C(C=C(C1F)OC)[C@H]1[C@@H](C1)C=1C=NC(=NC1)C1=NC=CC=N1